C(OC1=CC=C(C=C1)[N+](=O)[O-])(OCC1=CC=C(C=C1)NC([C@@H](NC([C@@H](NC(CCCCCCC(C)=O)=O)C(C)C)=O)CCCNC(=O)N)=O)=O 4-nitrophenyl 4-(N-(8-oxononanoyl)-L-valinyl-L-citrullinamido)benzyl carbonate